FC1=CC=C(C=C1)[C@@H]1N(CCC2=CC=CC=C12)C(=O)NC12CC(C1)(C2)N(C(OCCCC)=O)CCOCC#C butyl (S)-(3-(1-(4-fluorophenyl)-1,2,3,4-tetrahydroisoquinoline-2-carboxamido)bicyclo[1.1.1]pentan-1-yl)(2-(prop-2-yn-1-yloxy)ethyl)carbamate